5-((5-Chloro-2-((6-methoxy-2-methyl-1,2,3,4-tetrahydroisoquinolin-7-yl)amino)pyrimidin-4-yl)amino)-4-(dimethylphosphoryl)pyridin ClC=1C(=NC(=NC1)NC1=C(C=C2CCN(CC2=C1)C)OC)NC=1C(=CC=NC1)P(=O)(C)C